ethyl 3-amino-4-(1-(4-((5-chloro-3-fluoropyridin-2-yl) oxy) phenyl)-1H-1,2,3-triazol-4-yl)-butyrate NC(CC(=O)OCC)CC=1N=NN(C1)C1=CC=C(C=C1)OC1=NC=C(C=C1F)Cl